Ethyl 2-((5-acrylamido-4-((2-(dimethylamino) ethyl) (methyl) amino)-2-methoxyphenyl)amino)-4-((2-(1-methyl-1H-pyrazol-3-yl)phenyl)amino)pyrimidin-5-carboxylate C(C=C)(=O)NC=1C(=CC(=C(C1)NC1=NC=C(C(=N1)NC1=C(C=CC=C1)C1=NN(C=C1)C)C(=O)OCC)OC)N(C)CCN(C)C